NC1=C(C=C(C=C1C#N)C1=CC=NC=C1)C1=C(C(=CC=C1C)OC)C 2-amino-3'-methoxy-2',6'-dimethyl-5-(pyridin-4-yl)-[1,1'-biphenyl]-3-carbonitrile